(5S,6S)-6-((S)-8-fluoro-5H-imidazo[5,1-a]isoindol-5-yl)-5,6,7,8-tetrahydroquinolin-5-ol FC1=CC=C2[C@@H](N3C(C2=C1)=CN=C3)[C@H]3[C@@H](C=1C=CC=NC1CC3)O